(E)-1-methyl-8-benzylidene-7,8-dihydro-1H-pyrazolo[3,4-d]pyrrolo[1,2-a]pyrimidin-4(6H)-one CN1N=CC2=C1N=C/1N(C2=O)CC\C1=C/C1=CC=CC=C1